FC1=C(O[C@@H]2C[C@@H]3C(CNC3)=C2)C=CC=C1 (3aR,4R,5R,6aS)-5-(2-fluorophenoxy)hexahydrocyclopenta[c]pyrrole